FC1=CC(=C(OCC2=CSC3=C2C=CC=C3)C=C1[N+](=O)[O-])OC 3-((4-fluoro-2-methoxy-5-nitrophenoxy)methyl)benzothiophene